COC=1C=C(CNC2=C3N=CNC3=NC=N2)C=CC1 6-((3-methoxybenzyl)amino)-9H-purin